tert-butyl 1-((methoxy-d3)methyl)-3,8-diazabicyclo[3.2.1]octan-8-carboxylate C(OCC12CNCC(CC1)N2C(=O)OC(C)(C)C)([2H])([2H])[2H]